4-hydroxy-L-prolInamIde OC1C[C@H](NC1)C(=O)N